(2R,3R,4R,5S)-1-(2,6-difluoro-4-isopropylphenethyl)-2-(hydroxymethyl)piperidine-3,4,5-triol FC1=C(CCN2[C@@H]([C@H]([C@@H]([C@H](C2)O)O)O)CO)C(=CC(=C1)C(C)C)F